N[C@@H](CCCCN)C(=O)N(C1C2CCC(C1C1=CC=CC=C1)C2)CC N-Lysyl-(-)-N-ethyl-3-phenylbicyclo[2.2.1]heptan-2-amine